4-(3,4,5-trimethoxyphenyl)-1H-pyrazolo[3,4-b]pyridine COC=1C=C(C=C(C1OC)OC)C1=C2C(=NC=C1)NN=C2